methyl 4-(benzyloxy)-8-(3-chlorophenyl)-1-(3-(methoxycarbonyl)ureido)isoquinoline-3-carboxylate C(C1=CC=CC=C1)OC1=C(N=C(C2=C(C=CC=C12)C1=CC(=CC=C1)Cl)NC(=O)NC(=O)OC)C(=O)OC